3-(2-{3-[3-(cyclopropylcarbamoyl)-4-oxo-1,4-dihydro-1,8-naphthyridin-1-yl]phenyl}ethynyl)pyridin-1-ium-1-olate C1(CC1)NC(=O)C1=CN(C2=NC=CC=C2C1=O)C=1C=C(C=CC1)C#CC=1C=[N+](C=CC1)[O-]